5-[1-(5-amino-2-pyridyl)-3-(trifluoromethyl)pyrazol-4-yl]-N-[3-chloro-4-[(3S)-3-isopropylpiperazine-1-carbonyl]phenyl]-1-methyl-imidazole-2-carboxamide NC=1C=CC(=NC1)N1N=C(C(=C1)C1=CN=C(N1C)C(=O)NC1=CC(=C(C=C1)C(=O)N1C[C@@H](NCC1)C(C)C)Cl)C(F)(F)F